2-amino-N-[(1s,4s)-4-{[4-cyano-3-(trifluoromethyl)phenyl]amino}cyclohexyl]-1,3-thiazole-4-carboxamide NC=1SC=C(N1)C(=O)NC1CCC(CC1)NC1=CC(=C(C=C1)C#N)C(F)(F)F